FC(C(=O)O)(F)F.NCC1=CC=C(S1)CNC(=O)[C@@H]1CCC=2N1C(C(=NC2Cl)NCC2=CC=1CCCCC1C=C2)=O (S)-N-((5-(aminomethyl)thiophen-2-yl)methyl)-1-chloro-4-oxo-3-(((5,6,7,8-tetrahydronaphthalen-2-yl)methyl)amino)-4,6,7,8-tetrahydropyrrolo[1,2-a]pyrazine-6-carboxamide trifluoroacetate